CC=1C(=C2C=CN(C2=C(C1)C)S(=O)(=O)C1=CC=C(C)C=C1)CN1[C@@]2(C[C@H](C[C@H]1CC2)OCC)C2=CC=C(C(=O)OC)C=C2 Methyl 4-((1S,3S,5R)-8-((5,7-dimethyl-1-tosyl-1H-indol-4-yl)methyl)-3-ethoxy-8-azabicyclo[3.2.1]octan-1-yl)benzoate